FC=1C=C(C=CC1)C1(CCC1)N 1-(3-fluorophenyl)cyclobutan-1-amine